2-methyl-4-(1-propionylindolin-5-yl)benzoic acid CC1=C(C(=O)O)C=CC(=C1)C=1C=C2CCN(C2=CC1)C(CC)=O